C1(=CC=CC=C1)[C@H](C(=O)O[C@@H]1[C@H](COC2=CC(=CC=C12)F)Br)C (3S,4S)-3-bromo-7-fluorochroman-4-yl (R)-2-phenylpropanoate